COC=1C=C2C3=C(NC2=C(C1)OC)N=CN=C3N 6,8-dimethoxy-9H-pyrimido[4,5-b]indol-4-amine